Azodicarbon N(=N[C])[C]